(S)-3-(2-((1-acetylpiperidin-4-yl)oxy)-5-chlorophenyl)-2-((tert-butoxycarbonyl)(methyl)amino)propanoic acid C(C)(=O)N1CCC(CC1)OC1=C(C=C(C=C1)Cl)C[C@@H](C(=O)O)N(C)C(=O)OC(C)(C)C